C(C)N(C(=O)[C@H]1N(CC(CC1)C1=CC=C(C=C1)C(F)(F)F)C1=CC=C(C=C1)C(N[C@@H](CO)C1=CC=C(C=C1)S(=O)(=O)CC)=O)C (2S)-N-ethyl-1-(4-(((R)-1-(4-(ethylsulfonyl)phenyl)-2-hydroxyethyl)carbamoyl)phenyl)-N-methyl-5-(4-(trifluoromethyl)phenyl)piperidine-2-carboxamide